(2-aminoethyl-3-aminopropyl)methyldimethoxysilane NCCC(CC[Si](OC)(OC)C)N